4',5,6,7-Tetramethylflavone CC1=CC=C(C=2OC3=CC(=C(C(=C3C(C2)=O)C)C)C)C=C1